[Cl-].ClC1=C(NC(=C1Cl)C)C(=O)NC1=C(C=C(C=C1)C1=NOC(N1)=O)N1CC(CCC1)C[NH3+] (1-(2-(3,4-dichloro-5-methyl-1H-pyrrole-2-carboxamido)-5-(5-oxo-4,5-dihydro-1,2,4-oxadiazol-3-yl)phenyl)piperidin-3-yl)methanaminium chloride